ClC1=CNC2=C(C=C(C(=C12)CN1N=C2C=C(C=CC2=C1)C#N)OC)C 2-((3-chloro-5-methoxy-7-methyl-1H-indol-4-yl)methyl)-2H-indazole-6-carbonitrile